[Br-].C(C)N1CC=CC=C1 L-1-ethyl-pyridine bromide